N-(3,5-difluoro-4-(trifluoromethoxy)benzyl)-1-(4-((tetrahydro-2H-pyran-2-yl)oxy)butyl)-1H-1,2,3-triazol-4-amine FC=1C=C(CNC=2N=NN(C2)CCCCOC2OCCCC2)C=C(C1OC(F)(F)F)F